FC(COC=1C=CC2=C(N(C(NC2C)=O)C2=CC=C(C=C2)OC([2H])([2H])[2H])N1)F 7-(2,2-difluoroethoxy)-1-(4-(methoxy-d3)phenyl)-4-methyl-3,4-dihydropyrido[2,3-d]pyrimidin-2(1H)-one